FC(C1=CC=C(CN(S(=O)(=O)C2=CC=C(C=C2)C)C#COC(C2=C(C=CC=C2)N2C=CC=C2)=O)C=C1)(F)F (N-(4-(trifluoromethyl)benzyl)-(4-tolylsulfonamido)ethynyl)-2-(1H-pyrrol-1-yl)benzoate